N-(4-(methoxymethyl)-1-(3-(5-methyl-1H-indol-3-yl)propyl)piperidin-4-yl)-N-phenylbutyramide COCC1(CCN(CC1)CCCC1=CNC2=CC=C(C=C12)C)N(C(CCC)=O)C1=CC=CC=C1